COC1=CC(=C(C=C1[N+](=O)[O-])NC(C)=O)C N-(4-methoxy-2-methyl-5-nitrophenyl)acetamide